3-(1H-indol-3-yl)propanoic acid N1C=C(C2=CC=CC=C12)CCC(=O)O